N1(C(CCC1)=O)C=O pyrrolidonal